tert-butyl {[2'-(2,6-difluoro-3,5-dimethoxyphenyl)-3'-oxo-2',3'-dihydro-1'H-spiro[cyclopropane-1,4'-[2,7]naphthyridin]-yl]methyl}carbamate FC1=C(C(=C(C=C1OC)OC)F)N1C(C2=CN=CC=C2C2(C1=O)CC2)CNC(OC(C)(C)C)=O